[2-(2-aminoethylamino)-2-oxo-ethyl]-4-[[(3R,4R)-1-(2-cyanoacetyl)-4-methyl-3-piperidinyl]-methyl-amino]pyrrolo[2,3-d]pyrimidine-7-carboxamide NCCNC(CC=1N=C(C2=C(N1)N(C=C2)C(=O)N)N(C)[C@H]2CN(CC[C@H]2C)C(CC#N)=O)=O